(E)-3-(4-((2,4-dioxo-3-phenethyl-3,4-dihydroquinazolin-1(2H)-yl)methyl)phenyl)-N-hydroxyacrylamide O=C1N(C2=CC=CC=C2C(N1CCC1=CC=CC=C1)=O)CC1=CC=C(C=C1)/C=C/C(=O)NO